3-hydroxy-3-(1H-imidazol-4-yl)tetrahydrothiophene 1,1-dioxide OC1(CS(CC1)(=O)=O)C=1N=CNC1